O[SiH2]CCCC oxasilahexane